2-[2-amino-3-(indol-3-yl)propionylamino]-2-methylpropionic acid NC(C(=O)NC(C(=O)O)(C)C)CC1=CNC2=CC=CC=C12